C(CCC)OC(=O)C=1C=C2C(N(CC2=CC1)C=1C=C(C=CC1C(N)=O)C1=CC(=C(C=C1)F)F)=O 2-(4-Carbamoyl-3',4'-difluorobiphenyl-3-yl)-3-oxo-2,3-dihydro-1H-isoindole-5-carboxylic acid butyl ester